OC1=CC=C(C=C1)C(C=1C(NNC1C)=O)C=1C(NNC1C)=O 4,4'-(4-hydroxyphenylmethylene)bis(5-methyl-1H-pyrazol-3(2H)-one)